N-((4-(1H-1,2,4-triazol-1-yl)phenyl)thiocarbamoyl)-4-(tert-butyl)benzamide tert-butyl-4-(3-(bromomethyl)-4-(methoxycarbonyl)phenyl)piperazine-1-carboxylate C(C)(C)(C)OC(=O)N1CCN(CC1)C1=CC(=C(C=C1)C(=O)OC)CBr.N1(N=CN=C1)C1=CC=C(C=C1)NC(=S)NC(C1=CC=C(C=C1)C(C)(C)C)=O